C(CCCCC)NC(=O)C1CN(C(N(C1)CC1=CC=C(C(=O)O)C=C1)=O)CCCCCCCC 4-((5-(hexylcarbamoyl)-3-octyl-2-oxotetrahydropyrimidin-1(2H)-yl)methyl)benzoic acid